C(C)(=O)C=1SC(=CC1)N 2-acetyl-5-aminothiophene